2,6-Bis[1-(2,4-dichlorophenylimino)ethyl]pyridine iron(II) dichloride [Fe](Cl)Cl.ClC1=C(C=CC(=C1)Cl)N=C(C)C1=NC(=CC=C1)C(C)=NC1=C(C=C(C=C1)Cl)Cl